5-fluoro-1-oxo-spiro[3H-isoquinoline-4,1'-cyclopropane] FC1=C2C(=CC=C1)C(NCC21CC1)=O